6-(hydroxylmethyl)-tetrahydropyran-3,4,5-triol OCC1C(C(C(CO1)O)O)O